C(C)OC(=O)[C@H]1[C@@H](C1)C1=C(N(C2=CC=C(C=C12)OCOC)C1=CC(=C(C=C1)F)C)C1CCOCC1 Trans-2-[1-(4-fluoro-3-methyl-phenyl)-5-(methoxymethoxy)-2-tetrahydropyran-4-yl-indol-3-yl]Cyclopropane-carboxylic acid ethyl ester